BrC1=C(C=C2C(=NC(=NN21)Cl)N(C(OC(C)(C)C)=O)CC=2SC=CC2)C[C@H](COC)NC(=O)OC(C)(C)C tert-butyl N-{7-bromo-6-[(2R)-2-[(tert-butoxycarbonyl)amino]-3-methoxypropyl]-2-chloropyrrolo[2,1-f][1,2,4]triazin-4-yl}-N-(thiophen-2-ylmethyl)carbamate